5-(4,4,5,5-tetramethyl-1,3,2-dioxaborolan-2-yl)-1-(2,2,2-trifluoroethyl)benzimidazole CC1(OB(OC1(C)C)C1=CC2=C(N(C=N2)CC(F)(F)F)C=C1)C